4-Methyl-5-(trifluoromethyl)-4H-1,2,4-triazol-3-carbaldehyde CN1C(=NN=C1C(F)(F)F)C=O